CC1=C(C(=CC=C1)C)N([C@@H](C)C(=O)OC)C(=O)CC2=CC=CC=C2 The molecule is a methyl N-(2,6-dimethylphenyl)-N-(phenylacetyl)alaninate that is the less active S-enantiomer of benalaxyl. It is a methyl N-(2,6-dimethylphenyl)-N-(phenylacetyl)alaninate and a L-alanine derivative. It is an enantiomer of a benalaxyl-M.